NC1=C(C=C(C=N1)NC(C(=O)N1[C@@H](CC[C@H](C1)C)C1=CC(=CC=C1)S(=O)(=O)C)=O)C N-(6-amino-5-methyl-3-pyridyl)-2-[(2S,5R)-5-methyl-2-(3-methylsulfonylphenyl)-1-piperidyl]-2-oxo-acetamide